C1(CC1)C=1C=C(C=2N(C1)C=C(N2)COC2=NC(=NC=C2COC)S(=O)(=O)C)N2C(N(C(C2)=O)C)=O 1-(6-cyclopropyl-2-(((5-(methoxymethyl)-2-(methylsulfonyl)pyrimidin-4-yl)oxy)methyl)imidazo[1,2-a]pyridin-8-yl)-3-methylimidazolidine-2,4-dione